C(C)(C)(C)OC(=O)NC1=NC=CC=C1 2-((tert-butyloxycarbonyl)amino)pyridine